2-(pyrazolo[1,5-a]pyridin-3-yl)-9H-fluoren-9-one N1=CC(=C2N1C=CC=C2)C2=CC=1C(C3=CC=CC=C3C1C=C2)=O